5-((3-bromo-4-(hydroxymethyl)benzyl)oxy)-2-(tert-butyl)-4-chloropyridazin-3(2H)-one BrC=1C=C(COC2=C(C(N(N=C2)C(C)(C)C)=O)Cl)C=CC1CO